N-(6-(2H-1,2,3-triazol-2-yl)-5-(trifluoromethyl)pyridin-3-yl)-2'-chloro-4'-fluoro-3-methoxy-[1,1'-biphenyl]-4-carboxamide N=1N(N=CC1)C1=C(C=C(C=N1)NC(=O)C1=C(C=C(C=C1)C1=C(C=C(C=C1)F)Cl)OC)C(F)(F)F